[(Z)-(S)-11-Methyl-9-oxo-17-(2-trimethylsilanyl-ethoxymethyl)-8,17,19-triaza-tricyclo[14.2.1.02,7]nonadeca-1(18),2,4,6,12,16(19)-hexaen-15-yl]-carbamic acid tert-butyl ester C(C)(C)(C)OC(NC1C\C=C/[C@H](CC(NC2=CC=CC=C2C2=CN(C1=N2)COCC[Si](C)(C)C)=O)C)=O